CN[C@H]1[C@@H](CCCC1)NC trans-1,2-dimethylaminocyclohexane